2-(4-fluorophenyl)-4-(3-thienylmethyl)-thieno[2,3-d]pyridazine-7-carboxamide FC1=CC=C(C=C1)C1=CC=2C(=C(N=NC2CC2=CSC=C2)C(=O)N)S1